ClC1=C(C=CC2=C1C(=N[C@H](C=1N2C=CN1)C)C1=C(C=CC=C1F)F)C(F)(F)F (4S)-7-chloro-6-(2,6-difluorophenyl)-4-methyl-8-(trifluoromethyl)-4H-imidazo[1,2-a][1,4]benzodiazepine